5-bromo-3,3-dimethylindolin-2-one BrC=1C=C2C(C(NC2=CC1)=O)(C)C